CC1(CC=2N(CC1)N=CC2)C 5,5-dimethyl-4,5,6,7-tetrahydropyrazolo[1,5-a]pyridine